N-[3-(difluoromethyl)-1-[4-(piperazin-1-ylmethyl)cyclohexyl]pyrazol-4-yl]-5-[(1R,4R)-2-oxa-5-azabicyclo[2.2.1]heptan-5-yl]pyrazolo[1,5-a]pyrimidine-3-carboxamide FC(C1=NN(C=C1NC(=O)C=1C=NN2C1N=C(C=C2)N2[C@H]1CO[C@@H](C2)C1)C1CCC(CC1)CN1CCNCC1)F